tert-butyl 3-bromo-2-((4-chloro-2-fluorobenzyl)oxy)-5,8-dihydro-1,7-naphthyridine-7(6H)-carboxylate BrC=1C(=NC=2CN(CCC2C1)C(=O)OC(C)(C)C)OCC1=C(C=C(C=C1)Cl)F